2-(2-hydroxy-5-nitrophenoxy)acetic acid OC1=C(OCC(=O)O)C=C(C=C1)[N+](=O)[O-]